N[C@H](C(=O)O)CC1=CC(=NC=C1)N (S)-2-amino-3-(2-aminopyridin-4-yl)propanoic acid